5-{3,8-diazabicyclo[3.2.1]octan-3-yl}-2-(2,6-dioxopiperidin-3-yl)isoindole-1,3-dione C12CN(CC(CC1)N2)C=2C=C1C(N(C(C1=CC2)=O)C2C(NC(CC2)=O)=O)=O